N1=C(C=CC=C1)C1=NN2C(C(NCCC2)=O)=C1 2-(2-pyridyl)-5,6,7,8-tetrahydropyrazolo[1,5-a][1,4]diazepin-4-one